C1=CC=CC=2C3=CC=CC=C3C(C12)COC(=O)N([C@H](C(=O)OC)CCI)C methyl (2S)-2-({[(9H-fluoren-9-yl)methoxy]carbonyl}(methyl)amino)-4-iodobutanoate